ClC1=CC(=C2C(=N1)C=CN2CC)C(=O)OC methyl 5-chloro-1-ethyl-1H-pyrrolo[3,2-b]pyridine-7-carboxylate